C(C=C)(=O)N1CC(CC1)C=1C=C(N2C=NC=CC21)C2=CC=C(C(=O)NC1=NC=CC=C1)C=C2 4-(5-(1-propenoylpyrrolidin-3-yl)pyrrolo[1,2-c]pyrimidin-7-yl)-N-(pyridin-2-yl)benzamide